6-(3-(2-iodophenoxy)prop-1-yne-1-yl)quinoline IC1=C(OCC#CC=2C=C3C=CC=NC3=CC2)C=CC=C1